6-Chloro-2-fluoro-3-(propylsulfonylamino)benzoic acid ClC1=CC=C(C(=C1C(=O)O)F)NS(=O)(=O)CCC